3-[1-(3-Aminopropyl)pyrrolidin-3-yl]-N-[4-[4-[6-chloro-4-(trifluoromethyl)-2-pyridyl]piperazin-1-yl]sulfonylphenyl]benzamide NCCCN1CC(CC1)C=1C=C(C(=O)NC2=CC=C(C=C2)S(=O)(=O)N2CCN(CC2)C2=NC(=CC(=C2)C(F)(F)F)Cl)C=CC1